1-(4-{4-chloro-5-cyclopropyl-7H-pyrrolo[2,3-b]pyridin-3-yl}-1,3-thiazol-2-yl)-1,3-diazinan-2-one ClC1=C2C(NC=C1C1CC1)=NC=C2C=2N=C(SC2)N2C(NCCC2)=O